molybdenum ruthenium oxide [Ru]=O.[Mo]